C(CC)O[Sn](OCCC)(OCCC)OCCC tetrapropoxytin